tetraethyl-sulfur diiron [Fe].[Fe].C(C)S(CC)(CC)CC